dibromovinylether BrC(=COC=C(Br)Br)Br